N[C@H](C(=O)N[C@@H](C(C)(C)C)C(NCCOCCOCCC(NCCOCCOCCCCCCCl)=O)=O)CCCN1C(=NC2=C1C=CC=C2)N (S)-2-amino-5-(2-amino-1H-benzo[d]imidazol-1-yl)-N-((S)-27-chloro-2,2-dimethyl-4,14-dioxo-8,11,18,21-tetraoxa-5,15-diazaheptacosan-3-yl)pentanamide